C(#N)C1=CC(=C(OC2=NC(=NC(=C2C(=O)O)C)C(F)(F)F)C=C1)OC 4-(4-cyano-2-methoxy-phenoxy)-6-methyl-2-(trifluoromethyl)pyrimidine-5-carboxylic acid